1-Methyl-1H-pyrazolo[4,3-c]pyridin-4-amine CN1N=CC=2C(=NC=CC21)N